N1(CCNCC1)CCO 2-(piperazin-1-yl)ethane-1-ol